5-oxo-4,5-dihydro-1H-1,2,4-triazole O=C1NC=NN1